2-Ethyl 4-Methyl rac-(2S,4S,5S)-5-(5-Bromo-2-methoxyphenyl)-4-methylpyrrolidine-2,4-dicarboxylate BrC=1C=CC(=C(C1)[C@H]1[C@](C[C@H](N1)C(=O)OCC)(C(=O)OC)C)OC |r|